ClC1=CC=C(C=C1)[C@@]12N(C(C=3C1=CN=CC3)=O)CCN2C(C2=CC=C(C=C2)F)=O (R)-9b-(4-chlorophenyl)-1-(4-fluorobenzoyl)-2,3-dihydro-1H-imidazo[1',2':1,2]pyrrolo[3,4-C]pyridin-5(9bH)-one